1-isopropyl-3-methyl-5-(2-methyl-1,3-benzoxazol-7-yl)-N-[(1-methylpyrazol-4-yl)methyl]pyrazolo[4,3-b]pyridin-7-amine C(C)(C)N1N=C(C2=NC(=CC(=C21)NCC=2C=NN(C2)C)C2=CC=CC=1N=C(OC12)C)C